Tert-butyl (1R,5S,6s)-6-((6-Chloropyridazin-3-yl) amino)-3-azabicyclo[3.1.0]Hexane-3-formate ClC1=CC=C(N=N1)NC1[C@@H]2CN(C[C@H]12)C(=O)OC(C)(C)C